ClC1=C(C=CC=C1Cl)C=1C=CC=2C(=NC=C(N2)N(CCN)C)N1 N1-(6-(2,3-dichlorophenyl)pyrido[2,3-b]pyrazin-2-yl)-N1-methylethane-1,2-diamine